2-bromo-4-(4-(difluoromethoxy)phenyl)-6-(2-methyl-2H-indazol-5-yl)thiazolo[4,5-b]pyrazin-5(4H)-one BrC=1SC2=C(N(C(C(=N2)C2=CC3=CN(N=C3C=C2)C)=O)C2=CC=C(C=C2)OC(F)F)N1